C(C)OC1=C(C=C(C(=C1)F)Cl)C(C)N1N=C(C=2C1=NC=NC2N)I (1-(2-ethoxy-4-fluoro-5-chlorophenyl)ethyl)-3-iodo-1H-pyrazolo[3,4-d]pyrimidin-4-amine